C(C)(C)(C)OC(=O)N[C@H]1C[C@H](CC1)C(C)=O (1S,3R)-1-(3-tert-butyloxycarbonylaminocyclopentyl)-1-ethanone